14-chlorobenzofuro[2,3-b]indolo[1,2,3-lm]carbazole ClC1=CC=CC2=C1OC1=C3C=4N(C=5C=CC=CC5C4C=C12)C1=CC=CC=C13